di-(p-trichloromethyl-phenyl)methylene(cyclopentadienyl)(2,7-diphenyl-3,6-di-tert-butylfluorenyl)zirconium dichloride [Cl-].[Cl-].ClC(C1=CC=C(C=C1)C(=[Zr+2](C1=C(C(=CC=2C3=CC(=C(C=C3CC12)C1=CC=CC=C1)C(C)(C)C)C(C)(C)C)C1=CC=CC=C1)C1C=CC=C1)C1=CC=C(C=C1)C(Cl)(Cl)Cl)(Cl)Cl